N1N=NC(=C1)N triazol-4-amine